tetraphenylphosphonium tetra-p-toluylborate C1(=CC=C(C=C1)[B-](C1=CC=C(C=C1)C)(C1=CC=C(C=C1)C)C1=CC=C(C=C1)C)C.C1(=CC=CC=C1)[P+](C1=CC=CC=C1)(C1=CC=CC=C1)C1=CC=CC=C1